FC1=CC(=C(C=C1)C1=CC=C(C=N1)CCN)CC=1C=NN(C1)CC(C)C 2-[6-[4-fluoro-2-[[1-(2-methylpropyl)pyrazol-4-yl]methyl]phenyl]pyridin-3-yl]ethanamine